2-Butyl-undecanal C(CCC)C(C=O)CCCCCCCCC